FC=1C=C(C#N)C=CC1N1CC(N(C2(CN(C2)C(C(C)C)=O)C1=O)CC1=CC=C(C=C1)C(F)(F)F)=O 3-fluoro-4-(2-isobutyryl-6,9-dioxo-5-(4-(trifluoromethyl)benzyl)-2,5,8-triazaspiro[3.5]nonan-8-yl)benzonitrile